(R)-N-(3-fluoro-4-((3-((1-hydroxypropan-2-yl)amino)-1H-pyrazolo[3,4-b]pyridin-4-yl)oxy)phenyl)-1,5-dimethyl-3-oxo-2-phenyl-2,3-dihydro-1H-pyrazole-4-carboxamide FC=1C=C(C=CC1OC1=C2C(=NC=C1)NN=C2N[C@@H](CO)C)NC(=O)C=2C(N(N(C2C)C)C2=CC=CC=C2)=O